C(C1=CC=CC=C1)(=O)OCOP(=O)(OCC1=CC=CC=C1)OCC1=CC=CC=C1 (((bis(benzyloxy) phosphoryl) oxy) methyl) benzoate